OC(=O)C(F)(F)F.C[C@H]1NC[C@@H]2N(CC[C@@H]21)C(=O)C=2OC(=CN2)C2=CC(=NC=C2)C#N |r| rac-4-(2-((3ar,4r,6ar)-4-methyl-octahydropyrrolo[3,4-b]pyrrole-1-carbonyl)-oxazol-5-yl)pyridinecarbonitrile TFA salt